1-(1H-imidazol-1-yl)imidazo[1,5-a]pyrazine-3-carboxylic acid N1(C=NC=C1)C=1N=C(N2C1C=NC=C2)C(=O)O